ethyl (6R)-6-[4-(3-bromo-2-pyridyl)piperazin-1-yl]-2-azaspiro[3.4]octane-2-carboxylate BrC=1C(=NC=CC1)N1CCN(CC1)[C@H]1CC2(CN(C2)C(=O)OCC)CC1